C(\C=C\C(=O)O)(=O)O.FC1=C(C=CC=C1)C1=CC(=CN1S(=O)(=O)C=1C=NC=CC1)CNC 1-(5-(2-fluorophenyl)-1-(pyridin-3-ylsulfonyl)-1H-pyrrol-3-yl)-N-methyl-methanamine fumarate